BrC1=C(C=CC(=C1)F)SC 2-bromo-4-fluoro-1-(methylsulfanyl)benzene